C[C@](N)(C(C)C)C(=O)O c-alpha-methyl-valine